benzoic acid lithium monohydrate O.[Li].C(C1=CC=CC=C1)(=O)O